(2R,3R,5S,6R)-3,5-dihydroxy-2-(hydroxymethyl)-6-(((1S,2R,5R)-2-(2-Hydroxypropan-2-yl)-5-methylcyclohexyl)-oxy)tetrahydro-4H-pyran-4-one O[C@@H]1[C@H](O[C@H]([C@@H](C1=O)O)O[C@@H]1[C@@H](CC[C@H](C1)C)C(C)(C)O)CO